(2-methoxyethyl)adenosine COCC[C@@]1([C@H](O)[C@H](O)[C@@H](CO)O1)N1C=NC=2C(N)=NC=NC12